Ammonium Diisoamyl Sulfosuccinate S(=O)(=O)(O)C(C(=O)OCCC(C)C)CC(=O)OCCC(C)C.[NH4+]